ClC1=C(C=CC(=C1)Cl)CN1N=C(C2=CC(=CC=C12)CF)C(=O)O 1-[(2,4-dichlorophenyl)methyl]-5-(fluoromethyl)indazole-3-carboxylic acid